CC(CC)NC(CCC(C)C1=C(C=C(C=C1)O)O)=O N-(butan-2-yl)-4-(2,4-dihydroxyphenyl)pentanamide